(3s,5s)-3,5-dimethyl-4-(pyridazin-3-ylmethyl)piperazine-1-carboxylic acid tert-butyl ester C(C)(C)(C)OC(=O)N1C[C@@H](N([C@H](C1)C)CC=1N=NC=CC1)C